C1=2N3C=C(N=C3CN=CC2C=CN=C1)C(=O)O 2,5,8,13-tetrazatricyclo[8.4.0.02,6]tetradeca-1(10),3,5,8,11,13-hexaene-4-carboxylic acid